ClC1=NC=CC2=C1N(C=N2)CC2=CC=C(C=C2)B(O)O 4-((4-chloro-3H-imidazo[4,5-c]pyridin-3-yl)methyl)phenylboronic acid